O=C([C@H](C1=CC=CC=C1)NS(=O)(=O)C=C)N1CCCC1 (S)-N-(2-oxo-1-phenyl-2-(pyrrolidin-1-yl)ethyl)ethenesulfonamide